BrC1=CC(=C(C=C1)C1(COC1)NC(OCC1=CC=CC=C1)=O)OC benzyl N-[3-(4-bromo-2-methoxy-phenyl)oxetan-3-yl]carbamate